O=C1OC2=C(N1)C=CC(=C2)N2CCC1(CN(C1)C(=O)NCCCCC1=CC=CC=C1)CC2 7-(2-oxo-3H-1,3-benzoxazol-6-yl)-N-(4-phenylbutyl)-2,7-diazaspiro[3.5]nonane-2-carboxamide